(S)-3-(1-methyl-1H-indol-3-yl)-2-(4-methylphenyl-sulphonamido)-N-(4-morpholinophenyl)propanamide CN1C=C(C2=CC=CC=C12)C[C@@H](C(=O)NC1=CC=C(C=C1)N1CCOCC1)NS(=O)(=O)C1=CC=C(C=C1)C